3H-benzo[f]chromene-2-formaldehyde C1=C(COC=2C=CC3=C(C12)C=CC=C3)C=O